C1(CC1)C(C)N1N=CC=2N=C(N=C(C21)N[C@@H](C=2C=NC1=CC=CC=C1C2)C2CC2)N2CCN(CC2)C(=O)N 4-{1-(1-cyclopropyl-ethyl)-7-[((R)-cyclopropyl-quinolin-3-yl-methyl)-amino]-1H-pyrazolo[4,3-d]pyrimidin-5-yl}-piperazine-1-carboxylic acid amide